CC(C)CCC[C@@H](C)[C@H]1CC[C@H]2[C@@H]3CC=C4CC(CC[C@]4(C)[C@H]3CC[C@]12C)OCCCCCCCCO[C@@H](CN(C)C)COCCCCCCCC\C=C/C\C=C/CCCCC (2S)-2-({8-[Cholest-5-en-3-yloxy]octyl}oxy)-N,N-dimethyl-3-[(9z,12z)-octadecane-9,12-dien-1-yloxy]propan-1-amine